2-acetyl-3,5,6-trihydroxy-4,6-diisopentenylcyclohexa-2,4-dienone C(C)(=O)C=1C(C(C(=C(C1O)CCC(=C)C)O)(CCC(=C)C)O)=O